C(C1=CC=CC=C1)OC1=CC=CC2=C1C(=C(S2)C)C(=O)NCCN(C)C (benzyloxy)-N-[2-(dimethylamino)ethyl]-2-methyl-1-benzothiophene-3-carboxamide